2-(3-chloro-5-(4-methylbenzoyl-oxy)benzylideneamino)-3-methylbutanoic acid ClC=1C=C(C=NC(C(=O)O)C(C)C)C=C(C1)OC(C1=CC=C(C=C1)C)=O